IC=1N(C2=CC=CC(=C2C1)N[C@@H]1[C@@H](CN(CC1)C(=O)OC(C)(C)C)C)CC(F)(F)F tert-butyl (3R,4S)-4-((2-iodo-1-(2,2,2-trifluoroethyl)-1H-indol-4-yl)amino)-3-methylpiperidine-1-carboxylate